FC(S(=O)(=O)C1=CC=C(C2=CC=CC=C12)[N+](=O)[O-])(F)F 1-trifluoromethanesulfonyl-4-nitronaphthalene